2-(hydroxymethyl)cyclopropane-1-carboxylate OCC1C(C1)C(=O)[O-]